1-ethyl-2,3,4,9-tetrahydro-1H-carbazole-8-carboxylic acid C(C)C1CCCC=2C3=CC=CC(=C3NC12)C(=O)O